OC1=C(C(N(C=C1)C)=O)NC(N[C@@H](CC(=O)O)C1=CC=C(S1)C1=CSC=C1C)=O (S)-3-(3-(4-hydroxy-1-methyl-2-oxo-1,2-dihydropyridin-3-yl)ureido)-3-(4'-methyl-[2,3'-bithiophene]-5-yl)propanoic acid